O1COC2=C1C=CC(=C2)C2=NN=C(O2)CN2CCC1(CC2)OC2=CC(=CC=C2C(C1)=O)Br 1'-((5-(benzo[d][1,3]dioxol-5-yl)-1,3,4-oxadiazol-2-yl)methyl)-7-bromospiro-[chromane-2,4'-piperidin]-4-one